3-(4-methylpyridin-2-yl)aniline CC1=CC(=NC=C1)C=1C=C(N)C=CC1